2-(6-Amino-hexylamino)-N-(3-methoxy-phenyl)-nicotinamide NCCCCCCNC1=C(C(=O)NC2=CC(=CC=C2)OC)C=CC=N1